NC1CCC(CC1)OC1=CC=C(C(=C1C1=CC(=NN1)NC=1N=CC(=NC1)C#N)OC)F 5-((5-(6-(((1r,4r)-4-aminocyclohexyl)oxy)-3-fluoro-2-methoxyphenyl)-1H-pyrazol-3-yl)amino)pyrazine-2-carbonitrile